N-(4-(cyclopropanesulfonimidoyl)-2-(6-azaspiro[2.5]octan-6-yl)phenyl)-6-(4,4-difluoropiperidin-1-yl)-4-methylpicolinamide C1(CC1)S(=O)(=N)C1=CC(=C(C=C1)NC(C1=NC(=CC(=C1)C)N1CCC(CC1)(F)F)=O)N1CCC2(CC2)CC1